OC[C@@H]1C[C@H](C1)NC(OC(C)(C)C)=O Tert-butyl (trans-3-(hydroxymethyl)cyclobutyl)carbamate